CS(=O)(=O)[O-].C(CCCC)[NH+]1C(CCCC1)CC 1-Pentyl-2-ethylpiperidinium methansulfonat